hafnium chloride salt [Cl-].[Hf+4].[Cl-].[Cl-].[Cl-]